phenyl 4-fluorobenzenesulfonate FC1=CC=C(C=C1)S(=O)(=O)OC1=CC=CC=C1